C(C)(C)(C)OC(=O)N1[C@H](CN(C[C@H]1C)C[C@@H](C)O)C (2S,6R)-4-((R)-2-hydroxypropyl)-2,6-dimethylpiperazine-1-carboxylic acid tert-butyl ester